3-((4-methoxybenzyl)oxy)pyridine-2,6-diamine COC1=CC=C(COC=2C(=NC(=CC2)N)N)C=C1